C(C1=CC=CC=C1)N1CCCCCC1 1-benzyl-azepane